6-(1,2,3,4-Tetrahydroquinoline-1-carbonyl)-1,3-dihydro-2H-imidazo[4,5-b]pyridin-2-one N1(CCCC2=CC=CC=C12)C(=O)C=1C=C2C(=NC1)NC(N2)=O